N-[5-(1H-benzimidazol-2-yl)-1H-pyrazol-3-yl]furan-2-carboxamide N1C(=NC2=C1C=CC=C2)C2=CC(=NN2)NC(=O)C=2OC=CC2